C(CCCC=C)OC1=CC=C(C=C1)C1=CC=C(C=C1)C#N 4'-(5-hexenyloxy)biphenyl-4-carbonitrile